di-isobutyl phthalate C(C=1C(C(=O)OCC(C)C)=CC=CC1)(=O)OCC(C)C